1-(6-iodoquinazolin-4-yl)piperidine-3-carboxylic acid methyl ester COC(=O)C1CN(CCC1)C1=NC=NC2=CC=C(C=C12)I